N1(CCC1)C(C(C(C[C@H]1C(NCC1)=O)NC([C@H](CC(C)(C)C)NC(\C=C\C1=C(C=C(C=C1)Cl)F)=O)=O)=O)=O (2S)-N-(4-(Azetidin-1-yl)-3,4-dioxo-1-((S)-2-oxopyrrolidin-3-yl)butan-2-yl)-2-((E)-3-(4-chloro-2-fluorophenyl)acrylamido)-4,4-dimethylpentanamid